4-aminomandelate NC1=CC=C(C(C(=O)[O-])O)C=C1